CC1=NNC(=C1C=1C=C(C=CC1)[C@H](CC(=O)OC)NC([C@H](CC(C)C)N1C(C=CC=C1)=O)=O)C (S)-methyl 3-(3-(3,5-dimethyl-1H-pyrazol-4-yl)phenyl)-3-((S)-4-methyl-2-(2-oxopyridin-1(2H)-yl)pentanamido)propanoate